ClC=1C(=C(CN2C(CC(CC2C)C(=O)OC)C)C=CC1)F methyl 1-(3-chloro-2-fluorobenzyl)-2,6-dimethylpiperidine-4-carboxylate